4-[(2-ethyl-4-oxo-4,5,6,7-tetrahydro-1H-indol-1-yl)methyl]benzoic acid C(C)C=1N(C=2CCCC(C2C1)=O)CC1=CC=C(C(=O)O)C=C1